C1(=CC=CC=2C3=CC=CC=C3CC12)N1CN=NC=C1 4-(9H-fluorenyl)-1,2,4-triazine